C(C)(C)(C)OC(N(C1=CC=C(C=C1)CNCC#C)[C@@H]1C[C@@H](N(C2=CC=CC=C12)C(CC)=O)C)=O tert-butyl((2S,4R)-2-methyl-1-propionyl-1,2,3,4-tetrahydroquinolin-4-yl)(4-((prop-2-yn-1-ylamino)methyl)phenyl)carbamate